p-bromophenyl-Sulfonic acid BrC1=CC=C(C=C1)S(=O)(=O)O